5-[6-(piperidin-1-yl)pyridin-3-ylsulfonylamino]-1,3-thiazole-4-carboxylic acid N1(CCCCC1)C1=CC=C(C=N1)S(=O)(=O)NC1=C(N=CS1)C(=O)O